COC1=CC=C(C=C1)C1C(=C(NC(=C1OCC)C)C)OCC 4-(4'-methoxyphenyl)-2,6-dimethyl-3,5-diethoxy-1,4-dihydropyridine